C(C=C)(=O)N1CCN(CC(C1)CC#N)C1=NC(=NC2=C(C(=C(C=C12)Cl)C1=CC=CC2=C1N=C(S2)N)F)OC[C@H]2N(CCC2)C 2-(1-acryloyl-4-(7-(2-amino-benzo[d]thiazol-4-yl)-6-chloro-8-fluoro-2-(((S)-1-methylpyrrolidin-2-yl)methoxy)quinazolin-4-yl)-1,4-diazepan-6-yl)acetonitrile